N-morpholinoethyldihydroquinolinone O1CCN(CC1)CCN1C(CCC2=CC=CC=C12)=O